2-allyl-6-(7-isoquinolylamino)-1-[6-(1-methyl-4-piperidyloxy)-2-pyridyl]-1,2-dihydro-3H-1,2,5,7-tetraazainden-3-one C(C=C)N1N(C2=NC(=NC=C2C1=O)NC1=CC=C2C=CN=CC2=C1)C1=NC(=CC=C1)OC1CCN(CC1)C